FC(C1=NN=C(S1)N1N=CC2=C(C=C(C=C12)S(=O)(=O)NC1(CC1)C#N)N1CCN(CC1)C=O)F 1-[({1-[5-(difluoromethyl)(1,3,4-thiadiazol-2-yl)]-4-(4-formylpiperazinyl)-1H-indazol-6-yl}sulfonyl)amino]cyclopropanecarbonitrile